2-(5-methanesulfonyl-2-{[3-(4-{[(1S,4S)-4-(dimethylamino)cyclohexyl]amino}-1-(2,2,2-trifluoro-ethyl)-1H-indol-2-yl)prop-2-yn-1-yl]amino}phenoxy)ethan-1-ol CS(=O)(=O)C=1C=CC(=C(OCCO)C1)NCC#CC=1N(C2=CC=CC(=C2C1)NC1CCC(CC1)N(C)C)CC(F)(F)F